CC1=C(C=CC(=C1)N=C=O)C1=CC=C(C=C1)C1=C(C=C(C=C1)N=C=O)C p-bis(2-methyl-4-isocyanatophenyl)benzene